N-[2-[4-[[4-[4-(2,6-dioxo-3-piperidyl)-2-fluoro-phenyl]-1-piperidyl]methyl]cyclohexyl]-7-isopropoxy-imidazo[1,2-a]pyridin-6-yl]-6-(trifluoromethyl)pyridine-2-carboxamide O=C1NC(CCC1C1=CC(=C(C=C1)C1CCN(CC1)CC1CCC(CC1)C=1N=C2N(C=C(C(=C2)OC(C)C)NC(=O)C2=NC(=CC=C2)C(F)(F)F)C1)F)=O